Ethyl 2-(4-((4-(4-Bromophenyl)-5-oxo-4,5-dihydro-1H-1,2,4-triazol-1-yl)methyl)phenoxy)-2-methylpropionate BrC1=CC=C(C=C1)N1C=NN(C1=O)CC1=CC=C(OC(C(=O)OCC)(C)C)C=C1